1-(((R)-7-((2S,4R)-4-((tert-Butyldimethylsilyl)oxy)-2-phenylpiperidine-1-carbonyl)-7-azaspiro[4.5]decan-10-yl)methyl)-4-phenylpyridin-2(1H)-one [Si](C)(C)(C(C)(C)C)O[C@H]1C[C@H](N(CC1)C(=O)N1CC2(CCCC2)[C@@H](CC1)CN1C(C=C(C=C1)C1=CC=CC=C1)=O)C1=CC=CC=C1